2-(4-(3-fluoro-5-methoxy-4-((4-trityl-4H-1,2,4-triazol-3-yl)methoxy)phenyl)-3-methyl-2-oxo-6-(trifluoromethyl)-2,3-dihydro-1H-benzo[d]imidazol-1-yl)acetic acid FC=1C=C(C=C(C1OCC1=NN=CN1C(C1=CC=CC=C1)(C1=CC=CC=C1)C1=CC=CC=C1)OC)C1=CC(=CC=2N(C(N(C21)C)=O)CC(=O)O)C(F)(F)F